C1=C(C=C(C(=C1O)O)O)C(=O)OC[C@@H]2[C@H]([C@@H]([C@H]([C@@H](O2)OC(=O)C3=CC(=C(C(=C3)O)O)O)OC(=O)C4=CC(=C(C(=C4)O)O)O)OC(=O)C5=CC(=C(C(=C5)O)O)O)OC(=O)C6=CC(=C(C(=C6)O)O)O 1,2,3,4,6-penta-O-galloylglucose